tetralin-1-yl-pyridine-2-carboxamide C1(CCCC2=CC=CC=C12)C=1C(=NC=CC1)C(=O)N